tert-butyl N-[2-({2-[(4-bromopyridin-2-yl)carbamoyl]ethyl}amino)ethyl]-N-methylcarbamate BrC1=CC(=NC=C1)NC(=O)CCNCCN(C(OC(C)(C)C)=O)C